N1=CN=CC=2OC(CNC21)=O pyrimidomorpholinone